C(=C)OCCCCOCCCCOC=C Vinyloxy-butyl ether